CO[Si](CCCC(CCN)(N)C)(OC)OC (3-trismethoxysilylpropyl)-methyl-1,3-propanediamine